N-cyclopropyl-2-(difluoromethoxy)-4-[7-(1-hydroxy-1-methyl-ethyl)imidazo[1,2-c]pyrimidin-3-yl]-6-methoxy-benzamide C1(CC1)NC(C1=C(C=C(C=C1OC)C1=CN=C2N1C=NC(=C2)C(C)(C)O)OC(F)F)=O